disodium terephthalate sodium [Na+].C(C1=CC=C(C(=O)[O-])C=C1)(=O)[O-].[Na+].[Na+]